C(C)C(CO)(CO)CCOC1=CC=C(C=C1)\C=C\C1=CC=C(C=C1)O 2-ethyl-2-[2-[4-[(E)-2-(4-hydroxyphenyl)vinyl]phenoxy]ethyl]propane-1,3-diol